N[C@H]1[C@@H](CN(CC1)S(=O)(=O)C)O |r| rac-(3r,4r)-4-amino-1-(methylsulfonyl)piperidin-3-ol